C(C)(C)(C)C1=NN(C(=C1)C(=O)O)C1CC1 3-(tert-butyl)-1-cyclopropyl-1H-pyrazole-5-carboxylic acid